(+/-)-trans-methyl 3-((2-(5-fluoro-1H-pyrrolo[2,3-b]pyridin-3-yl)-6-(4-methoxyphenyl)pyrimidin-4-yl)amino)bicyclo[2.2.2]octane-2-carboxylate FC=1C=C2C(=NC1)NC=C2C2=NC(=CC(=N2)NC2C(C1CCC2CC1)C(=O)OC)C1=CC=C(C=C1)OC